FC1(CCN(CC1)C1=CC(=NC(=N1)C1=C2C(=NC=C1)NC=C2)N2[C@@H](COCC2)C)F (3R)-4-[6-(4,4-difluoropiperidin-1-yl)-2-[1H-pyrrolo[2,3-b]pyridin-4-yl]pyrimidin-4-yl]-3-methylmorpholine